COC(CC1=NC(=CC=C1Br)Cl)=O 2-(3-bromo-6-chloropyridin-2-yl)acetic acid methyl ester